C(N)(OC1=C(C(=CC=C1)N=NC1=CC(=CC=C1)C(C)=O)C(C)(C)C)=O tert-butyl-{3-[(3-acetylphenyl) diazenyl] phenyl} carbamate